2,4-diethyl-1,3-cyclobutanediol C(C)C1C(C(C1O)CC)O